BrC1=CC(=C(C(=O)O)C=C1)C1(CC(C1)(F)F)C#N 4-bromo-2-(1-cyano-3,3-difluorocyclobutyl)benzoic acid